CC1(CCN(CC1)C1=NC2=C(C=C(C=C2C(N1C)=O)C)C(C)NC=1C(=NN(C1)C)C(=O)O)C 4-((1-(2-(4,4-dimethylpiperidin-1-yl)-3,6-dimethyl-4-oxo-3,4-dihydroquinazolin-8-yl)ethyl)amino)-1-methyl-1H-pyrazole-3-carboxylic acid